1,2,3-tris(4-chlorophenyl)guanidine ClC1=CC=C(C=C1)NC(=NC1=CC=C(C=C1)Cl)NC1=CC=C(C=C1)Cl